O=S1(CCN(CC1)[C@@H](C(=O)OC)[C@H](C)O)=O methyl (2R,3S)-2-(1,1-dioxidothiomorpholino)-3-hydroxybutanoate